α-methylphenylalanine C[C@](N)(CC1=CC=CC=C1)C(=O)O